C(C1=CC=CC=C1)(=O)O.C(CC)[Na] propyl-(sodium) benzoate